C(C)(C)OC(=O)OCOP(=O)(OCOC(=O)OC(C)C)[O-].C(C)[NH+](CC)CC triethylammonium bis(isopropoxycarbonyloxymethyl)phosphate